5-chloro-N-((1r,4r)-4-((3-(2-(2,4-difluorophenyl)-2-oxoethyl)-2-oxo-2,3-dihydro-1H-benzo[d]imidazol-1-yl)methyl)cyclohexyl)-2-methylnicotinamide ClC=1C=NC(=C(C(=O)NC2CCC(CC2)CN2C(N(C3=C2C=CC=C3)CC(=O)C3=C(C=C(C=C3)F)F)=O)C1)C